C(C1=CC=CC=C1)OC(=O)NCCCN(CCNC(OC(C)(C)C)=O)CCNC(=O)OC(C)(C)C Tert-butyl N-[2-[3-(benzyloxycarbonylamino)propyl-[2-(tert-butoxycarbonylamino)ethyl]amino]ethyl]carbamate